taurine-13C2 N[13CH2][13CH2]S(=O)(=O)O